5-(4-methoxyphenyl)-3-methyl-1,4-di-p-toluenesulfonyl-1H-pyrazole COC1=CC=C(C=C1)C1=C(C(=NN1S(=O)(=O)C1=CC=C(C)C=C1)C)S(=O)(=O)C1=CC=C(C)C=C1